C(#N)C1=CC=C(C=C1)C(CC(=O)O)C(F)(F)F 3-(4-cyanophenyl)-4,4,4-trifluorobutanoic acid